OCC#CC=1C=C(C(=O)NC(C)C)C=CC1 3-(3-hydroxyprop-1-ynyl)-N-isopropyl-benzamide